chloro(dimethyl)methoxysilane Cl[Si](OC)(C)C